NC=1SC(=C(C1C(=O)C1=CC=C(C=C1)NC(C)=O)CO)C N-(4-(2-amino-4-(hydroxymethyl)-5-methylthiophene-3-carbonyl)phenyl)acetamide